ClC=1C=C(C=CC1)C=1N=CNC1C1=CC=C2C=NNC2=C1 6-(4-(3-Chlorophenyl)-1H-imidazol-5-yl)-1H-indazole